(9aR,10S)-10-((R)-(4-Fluorophenyl)(4-(trifluoromethyl)phenyl)methyl)-4-hydroxy-8,9,9a,10-tetrahydro-7H-pyrrolo[1',2':4,5]pyrazino[1,2-b]pyridazin-3,5-dion FC1=CC=C(C=C1)[C@H]([C@H]1[C@@H]2N(C(C=3N1N=CC(C3O)=O)=O)CCC2)C2=CC=C(C=C2)C(F)(F)F